(benzo[b]thiophen-3-ylmethyl)-3,5-dimethyl-1H-pyrazole S1C2=C(C(=C1)CN1N=C(C=C1C)C)C=CC=C2